COC=1C=NC=C(C(=O)NC2=CC(=CC=C2)[C@H](C)NC=2N=C3C(=NC2)NN=C3C)C1 (S)-5-methoxy-N-(3-(1-((3-methyl-1H-pyrazolo[3,4-b]pyrazin-5-yl)amino)ethyl)phenyl)nicotinamide